methyl 2-((methoxycarbonyl)(methyl)amino)-3-(pyridin-2-yl)propanoate COC(=O)N(C(C(=O)OC)CC1=NC=CC=C1)C